2-(6-(Hydroxy(octahydroindol-6-yl)methyl)-4-methylpyridazin-3-yl)-5-(trifluoromethyl)phenol OC(C1=CC(=C(N=N1)C1=C(C=C(C=C1)C(F)(F)F)O)C)C1CCC2CCNC2C1